2-methylpropenyl-1,2,3-tricarboxypropane CC(=CC(C(CC(=O)O)C(=O)O)C(=O)O)C